FC1([C@@H]([C@@H](N(C1)C(C(C)C)=O)CC=1C(=C(C=CC1)C1=CC=CC=C1)F)NS(=O)(=O)C1CC1)F N-[(2S,3R)-4,4-difluoro-2-[(2-fluoro[1,1'-biphenyl]-3-yl)methyl]-1-(2-methyl-propanoyl)pyrrolidin-3-yl]cyclopropane-sulfonamide